N-[trans-4-[(2R)-7-chloro-5-[(4,6-dimethyl-2-oxo-1,2-dihydropyridin-3-yl)methylcarbamoyl]-2,4-dimethyl-1,3-benzodioxol-2-yl]cyclohexyl]carbamic acid tert-butyl ester C(C)(C)(C)OC(N[C@@H]1CC[C@H](CC1)[C@@]1(OC2=C(O1)C(=CC(=C2C)C(NCC=2C(NC(=CC2C)C)=O)=O)Cl)C)=O